ClC1=CC=C(C=C1)C=1C=C2CCCCC2=CC1C 6-(4-chlorophenyl)-7-methyl-1,2,3,4-tetrahydronaphthalene